N1C(=NC=C1)C1=CC=C(C=N1)N1C(N(C2=C1C=CC=C2)CC2CCC(CC2)NC(C2=C(N=CC(=C2)Cl)C)=O)=O N-((1r,4r)-4-((3-(6-(1H-imidazol-2-yl)pyridin-3-yl)-2-oxo-2,3-dihydro-1H-benzo[d]imidazol-1-yl)methyl)cyclohexyl)-5-chloro-2-methylnicotinamide